2-(3,5-dibenzyloxyphenyl)ethanol C(C1=CC=CC=C1)OC=1C=C(C=C(C1)OCC1=CC=CC=C1)CCO